ClC=1C=CC2=C(CC(O2)C=2C=C(C(=O)O)C=CC2)C1 m-(5-chloro-2,3-dihydro-1-benzofuran-2-yl)benzoic acid